BrC1=CC=C2C(=CNC2=C1N1N=CC=C1)S(=O)(=O)Cl 6-bromo-7-pyrazol-1-yl-1H-indole-3-sulfonyl chloride